5-bromo-6-methyl-1-[[2-(trimethylsilyl)ethoxy]methyl]-1,3-benzodiazole BrC1=CC2=C(N(C=N2)COCC[Si](C)(C)C)C=C1C